3-(6-(4-(2-Aminoethyl)piperazin-1-yl)-1-methyl-1H-indazol-3-yl)piperidine-2,6-dione NCCN1CCN(CC1)C1=CC=C2C(=NN(C2=C1)C)C1C(NC(CC1)=O)=O